5'-fluoro-2'-[(2R)-3-hydroxy-2-methylpropyl]-6'-(methoxymethyl)-2',3'-dihydrospiro[cyclohexane-1,1'-isoindol]-4-one FC=1C=C2CN(C3(C2=CC1COC)CCC(CC3)=O)C[C@H](CO)C